2-[5-[5-[(1R)-1-(3,5-Dimethyl-4-pyridyl)ethoxy]-1-tetrahydropyran-2-yl-indazol-3-yl]-2-pyridyl]-6λ6-thia-2-azaspiro[3.4]octane 6,6-dioxide CC=1C=NC=C(C1[C@@H](C)OC=1C=C2C(=NN(C2=CC1)C1OCCCC1)C=1C=CC(=NC1)N1CC2(C1)CS(CC2)(=O)=O)C